BrC1=CC=C(C=C1)NC1=C(C=CC=C1)[Se]C1=CC=CC=C1 N-(4-bromophenyl)-2-(phenylseleno)aniline